BrC1=CC=C(C=C1)N1N=C(C(=C1)C1OC(C(N1CCC1=CC=C(C=C1)CNS(=O)=O)=O)C)C1=CC=C(C=C1)F N-(4-(2-(2-(1-(4-bromophenyl)-3-(4-fluorophenyl)-1H-pyrazol-4-yl)-5-methyl-4-oxooxazolidin-3-yl)ethyl)phenyl)methylsulfonamide